gallium-rubidium [Rb].[Ga]